O[C@H]1[C@@H]([C@H]([C@H](C1)O)C\C=C/CCCC(=O)OCC12CC3CC(CC(C1)C3)C2)\C=C\[C@H](COC2=CC(=CC=C2)C(F)(F)F)O ((3R,5R,7R)-adamantan-1-yl)methyl (Z)-7-((1R,2R,3R,5S)-3,5-dihydroxy-2-((R,E)-3-hydroxy-4-(3-(trifluoromethyl)phenoxy) but-1-en-1-yl)cyclopentyl)hept-5-enoate